NC1CCN(CC1)CC(=O)N1CCC(CC1)C=1C=CC=C2C(=CN=CC12)N1C(NC(CC1)=O)=O 1-[8-[1-[2-(4-Amino-1-piperidyl)acetyl]-4-piperidyl]-4-isoquinolyl]hexahydropyrimidine-2,4-dione